2-(6-(4-chloro-1-((5-(trifluoromethyl)thiophene-2-yl)methyl)-1H-indazole-7-carboxamido)spiro[3.3]hept-2-yl)acetic acid ClC1=C2C=NN(C2=C(C=C1)C(=O)NC1CC2(CC(C2)CC(=O)O)C1)CC=1SC(=CC1)C(F)(F)F